(Cis)-[4-[2-(4-hydroxycyclohexyl)-3H-imidazo[4,5-b]pyridin-7-yl]-1-piperidyl]-[4-(trifluoromethoxy)phenyl]methanone O[C@H]1CC[C@H](CC1)C1=NC=2C(=NC=CC2C2CCN(CC2)C(=O)C2=CC=C(C=C2)OC(F)(F)F)N1